2-acryloylthioethylthio-5-n-hexylthio-1,3,4-thiadiazole C(C=C)(=O)SCCSC=1SC(=NN1)SCCCCCC